5,7-difluoro-4-(trifluoromethylsulfonyloxy)-1,2-dihydronaphthalene FC1=C2C(=CCCC2=CC(=C1)F)OS(=O)(=O)C(F)(F)F